N=1C=NN2C1C=CC=C2C=2C(=NC=[N+](C2C)[O-])C 5-([1,2,4]triazolo[1,5-a]pyridin-5-yl)-4,6-dimethylpyrimidine 1-oxide